(4-(2-(2-Aminopyridin-3-yl)-5-(pyridin-4-yl)-3H-imidazo[4,5-b]pyridin-3-yl)phenyl)methanol NC1=NC=CC=C1C1=NC=2C(=NC(=CC2)C2=CC=NC=C2)N1C1=CC=C(C=C1)CO